8-fluoro-3-(3-(3-hydroxy-8-azabicyclo[3.2.1]octan-8-yl)propyl)isoquinolin-1(2H)-one FC=1C=CC=C2C=C(NC(C12)=O)CCCN1C2CC(CC1CC2)O